(5-bromo-1,3-thiazol-4-yl)methanol (R)-1-(2,5-difluoropyridin-3-yl)ethyl-(4-(5-aminopyridin-2-yl)-1-methyl-1H-1,2,3-triazol-5-yl)carbamate FC1=NC=C(C=C1[C@@H](C)N(C(=O)OCC=1N=CSC1Br)C1=C(N=NN1C)C1=NC=C(C=C1)N)F